secondary-butyl alcohol C(C)(CC)O